((1R,4R)-4-(5-azido-6-methoxy-2H-indazol-2-yl)cyclohexyl)methanol N(=[N+]=[N-])C1=CC2=CN(N=C2C=C1OC)C1CCC(CC1)CO